O1CCN(CC1)C=1C2=C(N=C(N1)N/N=C/C=1C=C(C=CC1)C)C=C(S2)C(=O)NC2COCC2 4-morpholino-2-[(2E)-2-(m-tolylmethylene)hydrazino]-N-tetrahydrofuran-3-yl-thieno[3,2-d]pyrimidine-6-carboxamide